O=C1NC(CCC1N1C(C2=CC=CC(=C2C1)C#CCCNC(=O)C1=CC=C(C=N1)C=1N=CC2=C(C=CC=C2C1)C=1C=C2C(=CN1)NC=C2C(=O)NC)=O)=O 5-(3-(6-((4-(2-(2,6-Dioxopiperidin-3-yl)-1-oxoisoindolin-4-yl)but-3-yn-1-yl)carbamoyl)pyridin-3-yl)isoquinolin-8-yl)-N-methyl-1H-pyrrolo[2,3-c]pyridine-3-carboxamide